BrC1=C(C(=C(C(=C1)OC(F)F)NC=O)[N+](=O)[O-])C N-[4-Bromo-6-(difluoromethoxy)-3-methyl-2-nitrophenyl]formamide